(S)-2-chloro-4-((3-((1-(2-hydroxyethyl)pyrrolidin-2-yl)methyl)-1-methyl-2-oxo-2,3-dihydro-1H-benzo[d]imidazol-5-yl)amino)nicotinonitrile ClC1=C(C#N)C(=CC=N1)NC1=CC2=C(N(C(N2C[C@H]2N(CCC2)CCO)=O)C)C=C1